ethyl 5-bromo-1-(2-ethoxy-2-oxoethyl)-2-methyl-1H-pyrrole-3-carboxylate BrC1=CC(=C(N1CC(=O)OCC)C)C(=O)OCC